6-Chloro-N-[5-(2,2-difluoroethoxy)-3-fluoro-6-methoxypyridin-2-yl]-7-fluoro-1H-indol-3-sulfonamid ClC1=CC=C2C(=CNC2=C1F)S(=O)(=O)NC1=NC(=C(C=C1F)OCC(F)F)OC